5-(cyclopropylmethyl)-4-(3,4-difluorophenyl)thiazol C1(CC1)CC1=C(N=CS1)C1=CC(=C(C=C1)F)F